N-((1r,3r)-3-((5-chloro-6-cyanopyridin-3-yl)oxy)-2,2,4,4-tetramethylcyclobutyl)-6-(4-formylpiperidin-1-yl)nicotinamide ClC=1C=C(C=NC1C#N)OC1C(C(C1(C)C)NC(C1=CN=C(C=C1)N1CCC(CC1)C=O)=O)(C)C